COCCN1/C(/SC(=C1C)C)=N/C(=O)C1C(C1(C)C)(C)C 2,2,3,3-Tetramethyl-cyclopropanecarboxylic Acid [3-(2-Methoxy-ethyl)-4,5-dimethyl-3H-thiazol-(2Z)-ylidene]-amide